(3S,4R,5R,6S)-6-(benzyloxymethyl)tetrahydro-2H-pyran-2,3,4,5-tetrayl Tetraacetate C(C)(=O)OC1O[C@H]([C@H]([C@H]([C@@H]1OC(C)=O)OC(C)=O)OC(C)=O)COCC1=CC=CC=C1